NC1=NN2C(C(=CC(=C2)OCCOC(C)C)C=2C=NC(=CC2)N2CC3N(C(C2)C3)CC=3C=NC(=CC3)OC)=C1C#N 2-amino-6-(2-isopropoxyethoxy)-4-(6-(6-((6-methoxypyridin-3-yl)methyl)-3,6-diazabicyclo[3.1.1]heptan-3-yl)pyridin-3-yl)pyrazolo[1,5-a]pyridine-3-carbonitrile